4-[(4-bromo-2-fluorophenyl)amino]-5-({3-hydroxy-3-[(2S)-pyrrolidin-2-yl]azetidin-1-yl}carbonyl)-1-methylpyridin-2(1H)-one BrC1=CC(=C(C=C1)NC1=CC(N(C=C1C(=O)N1CC(C1)([C@H]1NCCC1)O)C)=O)F